FC=1C(=C(C=CC1)[C@H]1C2=C(CN(C1)C(\C=C\[C@H](C)NC)=O)SC(=C2C)C#N)C=2C(=NN(C2)C)C(F)(F)F (S)-4-(3-fluoro-2-(1-methyl-3-(trifluoromethyl)-1H-pyrazol-4-yl)phenyl)-3-methyl-6-((S,E)-4-(methylamino)pent-2-enoyl)-4,5,6,7-tetrahydrothieno[2,3-c]pyridine-2-carbonitrile